C=1(C(=CN=CC1)S(=O)(=O)[O-])C=CC=1C(=CN=CC1)S(=O)(=O)[O-] 4,4'-diazastilbene-2,2'-disulfonate